FC1=C(C=CC=C1)C1=CC(=CN1S(=O)(=O)C=1C=NC=CC1)CC#N 5-(2-fluorophenyl)-1-(3-pyridylsulfonyl)-1H-pyrrole-3-acetonitrile